rac-N-[(5R,6S)-5-[([1,1'-biphenyl]-3-yl)methyl]-4-oxo-3-(propan-2-yl)-3,4,5,6,7,8-hexahydroquinazolin-6-yl]-1-methoxycyclopropane-1-carboxamide C1(=CC(=CC=C1)C[C@@H]1C=2C(N(C=NC2CC[C@@H]1NC(=O)C1(CC1)OC)C(C)C)=O)C1=CC=CC=C1 |r|